ClC=1C=C(C=CC1F)NC(N(C1COCC=2NC(C3=C(C21)C=CS3)=O)C)=O 3-(3-chloro-4-fluorophenyl)-1-methyl-1-{6-oxo-1,4,5,6-tetrahydro-2H-pyrano[3,4-b]thieno[3,2-d]pyridin-1-yl}urea